[NH4+].C(CCCCC)S(=O)(=O)[O-] 1-hexylsulfonic acid ammonium salt